C(C)(C)(C)OC(=O)N1C(CC(C1)(F)F)C(=O)O 1-(tert-butoxycarbonyl)-4,4-difluoropyrrolidine-2-carboxylic acid